CN1N=NN=C1C1CCC(CC1)C(=O)Cl (1r,4r)-4-(1-methyl-1H-tetrazol-5-yl)cyclohexane-1-carbonyl chloride